NC1=C(C=C(C(=N1)F)C1=NC(=C(C=C1)N1CCOCC1)CN1C[C@H](CC1)OC)C=1C=C2CCNC(C2=CC1)=O (S)-6-(6'-amino-2'-fluoro-6-((3-methoxypyrrolidin-1-yl)methyl)-5-morpholino-[2,3'-bipyridin]-5'-yl)-3,4-dihydroisoquinolin-1(2H)-one